3-(benzylcarbamoyl)-4,5,6,7-tetrahydrobenzo[b]thiophen C(C1=CC=CC=C1)NC(=O)C=1C2=C(SC1)CCCC2